C(C)S(=O)(=O)NC1=NC=C(C=C1NC(=O)C1CCCCC1)C(F)(F)F.[Na] sodium N-(2-ethylsulfonylamino-5-trifluoromethyl-3-pyridyl)cyclohexanecarboxamide